ethyl (3S)-3-(3-(4-bromophenyl)-2-oxoazetidin-1-yl)-3-(6-methoxypyridin-3-yl)propanoate BrC1=CC=C(C=C1)C1C(N(C1)[C@@H](CC(=O)OCC)C=1C=NC(=CC1)OC)=O